N,N'-di-tert-butoxycarbonyl-N''-benzylguanidine C(C)(C)(C)OC(=O)NC(=NCC1=CC=CC=C1)NC(=O)OC(C)(C)C